C(C(=C)C)(=O)OC(C(C(C(C(CCC(C(F)(F)F)C(F)(F)F)(F)F)(F)F)(F)F)(O)F)(F)F Dodecafluoro-2-hydroxy-8-(trifluoromethyl)nonyl methacrylate